N-(1-cyclobutyl-6-(trifluoromethyl)-1H-benzo[d]imidazol-2-yl)-2-(1-hydroxycyclobutyl)acetamide C1(CCC1)N1C(=NC2=C1C=C(C=C2)C(F)(F)F)NC(CC2(CCC2)O)=O